O=C1OCC2N1C=1C=CC(=CC1C2)S(=O)(=O)Cl 3-oxo-1,3,9,9a-tetrahydrooxazolo[3,4-a]indole-7-sulfonyl chloride